C(C)OC1=CC2=C(N=C(N=C2N[C@H](C)C2=CC(=CC=C2)S(=O)(=O)C)C)C=N1 6-ethoxy-2-methyl-N-{(1R)-1-[3-(methylsulfonyl)phenyl]ethyl}pyrido[3,4-d]pyrimidin-4-amine